F[C@@]1(OC(O[C@H]1F)=O)C trans-4,5-difluoro-4-methyl-1,3-dioxaCyclopentane-2-one